CC=1C(=NC(=C(C=O)C1)OC)C Dimethyl-2-methoxynicotinaldehyde